[Cl-].C[N+](CCC[Si](OC)(OC)OC)(CCCCCCCCCCCCCCCCCCCC)C dimethyl-eicosyl-[3-(trimethoxysilyl)propyl]ammonium chloride